N1CC(OCC1)C=O 2-MORPHOLINECARBOXALDEHYDE